4-[4-(6-Chloro-7-{[1-(4-methoxybenzyl)piperidin-4-yl]amino}-3H-imidazo[4,5-b]pyridin-2-yl)phenyl]-1-(2-ethoxyethyl)piperazin-2-one ClC=1C(=C2C(=NC1)NC(=N2)C2=CC=C(C=C2)N2CC(N(CC2)CCOCC)=O)NC2CCN(CC2)CC2=CC=C(C=C2)OC